5-[(3R)-3-(3-methyl-2-oxoimidazolidin-1-yl)piperidin-1-yl]-3-{[4-(piperidin-4-yl)phenyl]amino}pyrazine-2-carboxamide CN1C(N(CC1)[C@H]1CN(CCC1)C=1N=C(C(=NC1)C(=O)N)NC1=CC=C(C=C1)C1CCNCC1)=O